1-[3-(Propan-2-yl)-2,3,4,5-tetrahydro-1H-[1,4]diazepino[1,7-a]indol-9-yl]-4-{[4-(4,4,5,5-tetramethyl-1,3,2-dioxaborolan-2-yl)phenyl]methoxy}pyridin-2(1H)-one CC(C)N1CCN2C(=CC=3C=C(C=CC23)N2C(C=C(C=C2)OCC2=CC=C(C=C2)B2OC(C(O2)(C)C)(C)C)=O)CC1